C(C)(C)(C)N1CC2(CC1)C(NC1=C(O2)N=C(C=C1)Br)=O tert-butyl-6-bromo-2-oxo-1,2-dihydrospiro[pyrido[2,3-b][1,4]oxazine-3,3'-pyrrolidine]